(5-chloro-1-methyl-1H-indol-2-yl)(4-isonicotinamidopiperidin-1-yl)methanone nickel (1-methylheptyl)(1-methylheptyl)phosphonate CC(CCCCCC)OP([O-])(=O)C(CCCCCC)C.[Ni+2].ClC=1C=C2C=C(N(C2=CC1)C)C(=O)N1CCC(CC1)NC(C1=CC=NC=C1)=O.CC(CCCCCC)OP([O-])(=O)C(CCCCCC)C